C(C=C)(=O)OCCCCCCOC1=CC=C(C(=O)OC2=CC=C(C=C2)OCCCCCCOC(C=C)=O)C=C1 4-(6-(acryloyloxy)hexyloxy)phenyl 4-(6-(acryloyloxy)hexyloxy)benzoate